CS(=O)(=O)C1=CC=C(O[C@@H]2CC[C@H](CC2)NC(C(CCCOC2=CC=C(C=C2)Cl)(C)C)=O)C=C1 trans-N-(4-(4-(methylsulfonyl)phenoxy)cyclohexyl)-5-(4-chlorophenoxy)-2,2-dimethyl-pentanamide